C(C)OCC1=C(C=C(C=C1)C)N1/C(/SCC1=O)=N/C(=O)NC1=C(C=C(C=C1)C1=NN(C=N1)C1=CC=C(C=C1)OC(F)(F)F)F (Z)-1-(3-(2-(ethoxymethyl)-5-methylphenyl)-4-oxothiazolidin-2-ylidene)-3-(2-fluoro-4-(1-(4-(trifluoromethoxy)phenyl)-1H-1,2,4-triazol-3-yl)phenyl)urea